C(CCCCCCCCCCCCCCC)N1C(=C(C(C2=C(C=C(C=C12)O)O)=O)O)C1=CC(=C(C(=C1)O)O)O N-hexadecyl-2-(3,4,5-trihydroxyphenyl)-3,5,7-trihydroxyquinolin-4-one